1,3-bis(2,4-diamino-1,3,5-triazin-6-yl)benzene NC1=NC(=NC(=N1)N)C1=CC(=CC=C1)C1=NC(=NC(=N1)N)N